[6-(1H-pyrazolo[3,4-d]pyrimidin-4-yl)-quinazolin-2-yl]-amine N1N=CC=2C1=NC=NC2C=2C=C1C=NC(=NC1=CC2)N